7-((2-((2-(difluoromethoxy)-4-(3,9-diazaspiro[5.5]undecan-3-yl)phenyl)amino)-5-(trifluoromethyl)pyrimidin-4-yl)amino)isoindolin-1-one FC(OC1=C(C=CC(=C1)N1CCC2(CC1)CCNCC2)NC2=NC=C(C(=N2)NC=2C=CC=C1CNC(C21)=O)C(F)(F)F)F